ClC=1C=C(C=C(C1OC1=CC(=NC=C1)C(N(C)C)=O)Cl)NCCC(=O)O 3-((3,5-dichloro-4-((2-dimethylcarbamoylpyridin-4-yl)oxy)-phenyl)-amino)propionic acid